N1CCC(CC1)C1=CC=C2C(=CN=CC2=C1)N1C(NC(CC1)=O)=O (7-(piperidin-4-yl)isoquinolin-4-yl)dihydropyrimidine-2,4(1H,3H)-dione